CCC(CC(=O)OCCCC)=O.CCC(CC(=O)OCCCC)=O dibutyl bis(methyl acetoacetate)